5-(3-Methoxy-4-phenoxyphenyl)-7-((trans)-4-((S)-3-methylpiperazin-1-yl)cyclohexyl)-7H-pyrrolo[2,3-d]pyrimidin-4-amine COC=1C=C(C=CC1OC1=CC=CC=C1)C1=CN(C=2N=CN=C(C21)N)[C@@H]2CC[C@H](CC2)N2C[C@@H](NCC2)C